5-bromo-2-bromomethyl-1,3-difluoro-benzene BrC=1C=C(C(=C(C1)F)CBr)F